2-(1-Ethyl-azetidin-3-yl)-5-[1-(2-fluoro-6-methyl-phenyl)-piperidin-4-yl]-7-(2-trifluoromethyl-benzyl)-2,4,5,7-tetrahydro-pyrazolo[3,4-d]pyrimidin-6-one C(C)N1CC(C1)N1N=C2N(C(N(CC2=C1)C1CCN(CC1)C1=C(C=CC=C1C)F)=O)CC1=C(C=CC=C1)C(F)(F)F